1,1,2-tribromoethane BrC(CBr)Br